5-(2-chloro-3,6-difluoro-benzyloxy)-[3,3']bipyridinyl-6-ylamine ClC1=C(COC=2C=C(C=NC2N)C=2C=NC=CC2)C(=CC=C1F)F